C(=O)O.N[C@@H](CC(=O)O)CN1N=C(N=N1)C1=C(C=C(C=C1)OCCC=1C=NC(=NC1)Cl)F (S)-3-amino-4-(5-(4-(2-(2-chloropyrimidin-5-yl)ethoxy)-2-fluorophenyl)-2H-tetrazol-2-yl)butanoic acid formate salt